(R,S)-6-((1-(4-fluorophenyl)ethyl)thio)-3-(trifluoromethyl)-[1,2,4]triazolo[4,3-b]pyridazine FC1=CC=C(C=C1)[C@@H](C)SC=1C=CC=2N(N1)C(=NN2)C(F)(F)F